ClC1=CC=2N(C(=C1)NC(=O)NC1=CC=C(C=C1)C#N)C=NC2 1-(7-chloroimidazo[1,5-a]pyridin-5-yl)-3-(4-cyanophenyl)urea